(6aR)-8-acryloyl-4-chloro-1-((4,6-diisopropylpyrimidin-5-yl)(methyl)amino)-3-(2-fluoro-6-hydroxyphenyl)-6,6a,7,8,9,10-hexahydro-12H-pyrazino[2,1-c]pyrido[3,4-f][1,4]oxazepin-12-one C(C=C)(=O)N1C[C@@H]2COC3=C(C(N2CC1)=O)C(=NC(=C3Cl)C3=C(C=CC=C3O)F)N(C)C=3C(=NC=NC3C(C)C)C(C)C